ClC1=CC(=C2CN(CC2=C1)C(C(C)O)=O)[C@@H]1N(CCC1)C(=O)[O-] |r| racemic-(2R)-2-(6-Chloro-2-(2-hydroxypropionyl)isoindolin-4-yl)pyrrolidine-1-carboxylate